C1(=CC=CC=C1)C=1C=C(C=2NC3=CC=C(C=C3C2C1)C1=CC=CC=C1)C=O 3,6-diphenyl-1-formyl-carbazole